methyl 2-[4-[[4-carbamoyl-1-(trans-4-cyanotetrahydro-2H-pyran-3-yl) pyrazol-3-yl]amino]-2-(5,5-dimethyl-1,3,2-dioxaborinan-2-yl)phenyl]acetate C(N)(=O)C=1C(=NN(C1)[C@@H]1COCC[C@H]1C#N)NC1=CC(=C(C=C1)CC(=O)OC)B1OCC(CO1)(C)C